NC1=C(C=NC=N1)C1=CC=C(C=C1)OC(C)C 6-amino-5-(4-isopropoxyphenyl)pyrimidin